2-chloro-7-(4-((dimethylamino)methyl)-3-fluorophenyl)-N,N-dimethyl-7H-pyrrolo[2,3-d]pyrimidine-6-carboxamide ClC=1N=CC2=C(N1)N(C(=C2)C(=O)N(C)C)C2=CC(=C(C=C2)CN(C)C)F